5-((R)-2-methoxymethyl-morpholin-4-yl)-pyridin COC[C@H]1CN(CCO1)C=1C=CC=NC1